N[C@@]1(CN(CC1)C1=C(C=NC(=C1C1=CC(=CC(=C1)F)F)C)C(=O)NC12CC(C1)C2)C 4-[(3S)-3-amino-3-methylpyrrolidin-1-yl]-N-{bicyclo[1.1.1]pentan-1-yl}-5-(3,5-difluorophenyl)-6-methylpyridine-3-carboxamide